N-(4-methyl-3-(7-methyl-2-((6-methylpyridin-3-yl)amino)-8-oxo-7,8-dihydropyrido[3,4-d]pyrimidin-6-yl)phenyl)-3-(trifluoromethyl)benzamide CC1=C(C=C(C=C1)NC(C1=CC(=CC=C1)C(F)(F)F)=O)C1=CC2=C(N=C(N=C2)NC=2C=NC(=CC2)C)C(N1C)=O